COC1=CC=C(C=C1)C1=CC(=NO1)C1=CC=C(C=C1)NC(C)=O N-(4-(5-(4-methoxyphenyl)isoxazol-3-yl)phenyl)acetamide